5-(8-((1S,2S)-2-(4-(2,2-difluoroethoxy)phenyl)cyclopropyl)imidazo[1,2-b]pyridazin-6-yl)pyrimidine-2,4(1H,3H)-dione FC(COC1=CC=C(C=C1)[C@@H]1[C@H](C1)C=1C=2N(N=C(C1)C=1C(NC(NC1)=O)=O)C=CN2)F